ClC=1C(=C(C=CC1N)C1=CC=CC(=C1)N)Cl dichloro-4,5'-diaminobiphenyl